1,9-dibromo-nonane BrCCCCCCCCCBr